C(#N)C1=CC=C(CNC(=O)C2=CC=3C(=C(N=NC3)OCC3(CC3)S(=O)(=O)C(C)(C=C)C)N(C2=O)C)C=C1 N-(4-cyanobenzyl)-1-methyl-8-((1-((2-methylbut-3-en-2-yl)sulfonyl)cyclopropyl)methoxy)-2-oxo-1,2-dihydropyrido[2,3-d]pyridazine-3-carboxamide